tert-butyl 2'-(2-aminopyrimidin-5-yl)-5',6'-dihydrospiro[azetidine-3,4'-pyrrolo[1,2-b]pyrazole]-1-carboxylate NC1=NC=C(C=N1)C=1C=C2N(N1)CCC21CN(C1)C(=O)OC(C)(C)C